C(C)C=1C(=NC=C(C1)NC(C(=O)N1[C@@H](CC[C@H](C1)C)C=1C=NC=2NC(CCC2C1)=O)=O)NC(OC(C)(C)C)=O |r| rac-tert-butyl N-[3-ethyl-5-[[2-[(2S,5R)-5-methyl-2-(7-oxo-6,8-dihydro-5H-1,8-Naphthyridin-3-yl)-1-piperidyl]-2-oxo-acetyl]amino]-2-pyridyl]carbamate